8-fluoro-3-(3-hydroxypropyl)-5-methyl-1H-isochromen-1-one FC=1C=CC(=C2C=C(OC(C12)=O)CCCO)C